tert-butyl 4-(5-(2-(((3S,4R)-3-((tert-butyldimethylsilyl)oxy)tetrahydro-2H-pyran-4-yl)amino)-5-chloropyridin-4-yl)-1,2,4-thiadiazol-3-yl)piperazine-1-carboxylate [Si](C)(C)(C(C)(C)C)O[C@@H]1COCC[C@H]1NC1=NC=C(C(=C1)C1=NC(=NS1)N1CCN(CC1)C(=O)OC(C)(C)C)Cl